3-(7-(4-(((1R,5S,6r)-3-azabicyclo[3.1.0]hex-6-yl)methyl)piperazin-1-yl)-1-methyl-1H-indazol-3-yl)piperidine-2,6-dione [C@H]12CNC[C@@H]2C1CN1CCN(CC1)C=1C=CC=C2C(=NN(C12)C)C1C(NC(CC1)=O)=O